3-[6-[2-[2-[[2-[4-[6-(methylamino)pyridin-3-yl]-2-(trifluoromethyl)phenyl]-1,3-benzothiazol-6-yl]amino]ethoxy]ethoxy]-3-oxidanylidene-1H-isoindol-2-yl]piperidine-2,6-dione CNC1=CC=C(C=N1)C1=CC(=C(C=C1)C=1SC2=C(N1)C=CC(=C2)NCCOCCOC2=CC=C1C(N(CC1=C2)C2C(NC(CC2)=O)=O)=O)C(F)(F)F